(6S,8S)-N-(5-cyano-6-(difluoromethoxy)pyridin-3-yl)-2-fluoro-8-methyl-8-(1-methyl-1H-pyrazol-3-yl)-7,8-dihydro-6H-cyclopenta[e]pyrazolo[1,5-a]pyrimidine-6-carboxamide C(#N)C=1C=C(C=NC1OC(F)F)NC(=O)[C@H]1C[C@@](C2=C1C=NC=1N2N=C(C1)F)(C1=NN(C=C1)C)C